[N+](=O)([O-])C1=C(C(=CC=C1)/C=N/C1=CC=CC=C1)O 2-nitro-6-[(E)-(phenylimino)methyl]phenol